3-[2-[[(3R,4R)-1-(4-chloro-2,6-difluorophenyl)-3,4-dihydroxypiperidin-4-yl]methoxy]-5-fluorophenyl]propionamide ClC1=CC(=C(C(=C1)F)N1C[C@H]([C@](CC1)(O)COC1=C(C=C(C=C1)F)CCC(=O)N)O)F